COC(CCCCCNC([C@H](CCCCNC(=O)OC(C)(C)C)N)=O)=O (S)-6-(2-amino-6-(tert-butoxycarbonylamino)hexanamido)hexanoic acid methyl ester